CC(C)(C)[S@](=O)N |r| rac-(S)-2-methylpropane-2-sulfinamide